(R)-3-(isoquinolin-4-yl)-1-(4-methylpyrimidin-2-yl)-2-oxoimidazolidine-4-carbonitrile C1=NC=C(C2=CC=CC=C12)N1C(N(C[C@@H]1C#N)C1=NC=CC(=N1)C)=O